Rel-N-(6-amino-5-methyl-3-pyridyl)-2-[(2R,5S)-5-methyl-2-[4-(4-methylpiperazin-1-yl)phenyl]-1-piperidyl]-2-oxo-acetamide NC1=C(C=C(C=N1)NC(C(=O)N1[C@H](CC[C@@H](C1)C)C1=CC=C(C=C1)N1CCN(CC1)C)=O)C |o1:12,15|